FC1=C(COC2=CC=C(CN)C=C2Cl)C=CC=C1C1=C(C=CC(=C1)F)F 4-[2-fluoro-3-(2,5-difluorophenyl)benzyloxy]-5-chlorobenzylamine